2-hydroxy-6-{[(3S)-4-[2-(2-methoxyethyl)benzoyl]morpholin-3-yl]methoxy}benzaldehyde OC1=C(C=O)C(=CC=C1)OC[C@H]1N(CCOC1)C(C1=C(C=CC=C1)CCOC)=O